B(O)O.C(CO)O Ethylene glycol monoboronate